N'-(((R)-2-fluoro-1,2,3,5,6,7-hexahydro-s-indacen-4-yl)carbamoyl)-6-methoxy-6,7-dihydro-5H-pyrazolo[5,1-b][1,3]oxazine-3-sulfonimidamide F[C@@H]1CC2=CC=3CCCC3C(=C2C1)NC(=O)N=S(=O)(N)C=1C=NN2C1OCC(C2)OC